[Li].C(=O)(O)C=1C=CC=CC1 m-carboxyl-benzene lithium